Cl.Cl.C1(CC1)C1=CC(=NC=C1)C1=NC2=CC=C(C=C2C(N1)=O)OCCCC1=CC=NC=C1 2-(4-cyclopropyl-2-pyridyl)-6-[3-(4-pyridyl)propoxy]-3H-quinazolin-4-one dihydrochloride